(2,6-dibromophenyl)ethan-1-ol BrC1=C(C(=CC=C1)Br)C(C)O